C(C1=CC=CC=C1)OC(=O)N[C@@H](COC[C@H](C)OCC1=CC=CC=C1)C(=O)O N-((benzyloxy)carbonyl)-O-((S)-2-(benzyloxy)propyl)-L-serine